C(#C)C1CC(C1)N1CCN(CC1)C(=O)OC(C)(C)C t-butyl 4-((1s,3s)-3-ethynylcyclobutyl)piperazine-1-carboxylate